2-iodo-1,1'-biphenyl IC1=C(C=CC=C1)C1=CC=CC=C1